(1S,3R)-N1-[6-chloro-2-(trifluoromethyl)-4-quinolinyl]cyclohexane-1,3-diamine ClC=1C=C2C(=CC(=NC2=CC1)C(F)(F)F)N[C@@H]1C[C@@H](CCC1)N